FC(CO)(F)C=1C(=C(C=CC1)[C@@H](C)NC(=O)C1=NN(C(C=C1)=O)C1=C(C=CC=C1)OC(F)(F)F)F (R)-N-(1-(3-(1,1-difluoro-2-hydroxyethyl)-2-fluorophenyl)ethyl)-6-oxo-1-(2-(trifluoromethoxy)phenyl)-1,6-dihydropyridazine-3-carboxamide